S(=O)(=O)(ON1[C@@H]2CC[C@H](N(C1=O)C2)C(NC(=O)C=2C=NC=NC2)=N)O (2S,5R)-7-oxo-2-(N-(pyrimidine-5-carbonyl) carbamimidoyl)-1,6-diazabicyclo[3.2.1]octan-6-yl hydrogen sulfate